NC1=C(C=CC(=C1)C1=NC=CC=N1)NC(OC(C)(C)C)=O tert-butyl N-(2-amino-4-pyrimidin-2-yl-phenyl)carbamate